6-amino-4-((2-(cyclopropylmethoxy)ethyl)amino)nicotinonitrile NC1=NC=C(C#N)C(=C1)NCCOCC1CC1